heptanoic acid benzylamide C(C1=CC=CC=C1)NC(CCCCCC)=O